N1=C(C=CC=C1)[NH-] N-(pyridin-2-yl)amide